C(#N)C1CCC(CC1)NC(=O)C1=NC(=C(C=C1)N1CCN(CC1)CC1=CC=2C3=C(N(C(NC3=C1F)=O)CC)N=CN2)C N-((1r,4r)-4-cyanocyclohexyl)-5-(4-((3-ethyl-9-fluoro-2-oxo-2,3-dihydro-1H-pyrimido[4,5,6-de]quinazolin-8-yl)methyl)piperazin-1-yl)-6-methylpyridineamide